C1(CC1)C=1C=C(N)C=CC1 m-cyclopropylaniline